7-{[7-(9-fluoro-1-octylnonylcarbonyloxy)heptyl](2-hydroxyethyl)amino}heptyl 2,10-dimethylundecanoate CC(C(=O)OCCCCCCCN(CCO)CCCCCCCOC(=O)C(CCCCCCCCF)CCCCCCCC)CCCCCCCC(C)C